2-(((1R)-1-(2-cyano-3-(3,3-difluoro-4-methylpiperidin-1-yl)-7-methyl-quinoxalin-5-yl)ethyl)amino)benzoic acid C(#N)C1=NC2=CC(=CC(=C2N=C1N1CC(C(CC1)C)(F)F)[C@@H](C)NC1=C(C(=O)O)C=CC=C1)C